2-Oxo-2-[rac-(2R,5S)-2-(5-fluoro-3-pyridyl)-5-methyl-1-piperidyl]acetamide O=C(C(=O)N)N1[C@H](CC[C@@H](C1)C)C=1C=NC=C(C1)F |r|